ethyl 4-[3-[3-fluoro-2-methylthio-4-cyano-phenyl]-5,5-dimethyl-4-oxo-2-thioxo-imidazolidin-1-yl]butyrate FC=1C(=C(C=CC1C#N)N1C(N(C(C1=O)(C)C)CCCC(=O)OCC)=S)SC